Cl.NC1CCC(CC1)CN1C(\C(\C2=CC(=CC=C12)C(=O)NCCC)=C/C=1NC(=CC1C)C)=O (Z)-1-(((1r,4r)-4-aminocyclohexyl)methyl)-3-((3,5-dimethyl-1H-pyrrol-2-yl)methylene)-2-oxo-N-propylindoline-5-carboxamide hydrochloride